[Na].FC1=CC(=C(C(=C1)C1CCOCC1)NC(=O)NS(=O)(=O)C1=NN(C(=C1)C(=O)N(C)C)C)C(C)C 3-(N-((4-fluoro-2-isopropyl-6-(tetrahydro-2H-pyran-4-yl)phenyl)carbamoyl)sulfamoyl)-N,N,1-trimethyl-1H-pyrazole-5-carboxamide, sodium salt